(5-chloro-1H-indol-3-yl)-6-(3-methoxyphenyl)-3,4-dihydroisoquinoline-2(1H)-carboxamide ClC=1C=C2C(=CNC2=CC1)C1N(CCC2=CC(=CC=C12)C1=CC(=CC=C1)OC)C(=O)N